tert-butyl N-[[3-(3-hydroxy-1-methyl-propoxy)-5-nitro-phenyl]methyl-methyl-oxo-λ6-sulfanylidene]carbamate OCCC(OC=1C=C(C=C(C1)[N+](=O)[O-])CS(=NC(OC(C)(C)C)=O)(=O)C)C